tert-butyl 3-[[2-chloro-5-[(2-chloro-6-methyl-anilino)methyl] pyrimidin-4-yl]amino]azetidine-1-carboxylate ClC1=NC=C(C(=N1)NC1CN(C1)C(=O)OC(C)(C)C)CNC1=C(C=CC=C1C)Cl